FC1=C(C=C(C(=C1)F)F)C(=C)[N+](=O)[O-] 2,4,5-trifluorophenylnitroethylene